2-trifluoromethyl-4,5-dicyano-imidazolat FC(C=1[N-]C(=C(N1)C#N)C#N)(F)F